7a-(4-bromophenyl)-6-((3,3-difluoropyrrolidin-1-yl)methyl)-4-methoxy-7-phenyl-5,6,7,7a-tetrahydro-4bH-cyclopenta[4,5]furo[2,3-c]pyridine-4b,5-diol BrC1=CC=C(C=C1)C12C(C3=C(C=NC=C3OC)O1)(C(C(C2C2=CC=CC=C2)CN2CC(CC2)(F)F)O)O